1-[2-hydroxy-5-(1-methylethyl)phenyl]ethanone OC1=C(C=C(C=C1)C(C)C)C(C)=O